NCC1=NNC(C2=CC=C(C=C12)C=1C=NN(C1OCC1CC1)C)=O 4-(aminomethyl)-6-(5-(cyclopropylmethoxy)-1-methyl-1H-pyrazol-4-yl)phthalazin-1(2H)-one